[N+](=[N-])=C(C(=O)[O-])C=CC 2-diazo-3-pentenoate